[Sn].[Bi].[Ga].[In] indium gallium bismuth tin